ClCCC\C=C/CCCCCC(OCC)OCC (7Z)-11-chloro-1,1-diethoxy-7-undecene